1-(9Z-octadecenoyl)-2-(13Z,16Z-docosadienoyl)-glycero-3-phosphoserine CCCCCCCC/C=C\CCCCCCCC(=O)OC[C@H](COP(=O)(O)OC[C@@H](C(=O)O)N)OC(=O)CCCCCCCCCCC/C=C\C/C=C\CCCCC